1-dodecyl-1-methyl-2-(2-(2-(methylthio)-10H-phenothiazin-10-yl)ethyl)piperidin-1-ium C(CCCCCCCCCCC)[N+]1(C(CCCC1)CCN1C2=CC=CC=C2SC=2C=CC(=CC12)SC)C